C(#N)C=1C=NN2C1C(=C(C=C2)NC2=CC(=NC=C2C(=O)O)NC(=O)C2CC2)OC 4-((3-Cyano-4-methoxypyrazolo[1,5-a]pyridin-5-yl)amino)-6-(cyclopropanecarboxamido)nicotinic acid